Ethyl-{[4-bromo-1-(2-fluorophenyl)-5-(2-fluoropyridin-4-yl)-1H-pyrazol-3-yl] oxy} acetate C(C)(=O)OOC1=NN(C(=C1Br)C1=C(C(=NC=C1)F)CC)C1=C(C=CC=C1)F